8-Methyl-6-(2-[1,4]oxazepan-4-yl-ethyl)-2-thieno[2,3-b]pyridin-5-yl-3H-quinazolin-4-one hydrochloride Cl.CC=1C=C(C=C2C(NC(=NC12)C=1C=C2C(=NC1)SC=C2)=O)CCN2CCOCCC2